C(#N)C1=CC(=CC=2N=C(OC21)C=2C(=C(C=CC2)C2=C(C(=CC=C2)NC(=O)C=2N(C1=C(CN(CC1)C)N2)C)F)C)CN2C[C@H](CC2)C(=O)O (S)-1-((7-cyano-2-(3'-(1,5-dimethyl-4,5,6,7-tetrahydro-1H-imidazo[4,5-c]pyridine-2-carboxamido)-2'-fluoro-2-methylbiphenyl-3-yl)benzo[d]oxazol-5-yl)methyl)pyrrolidine-3-carboxylic acid